methyl (5-((4-bromobenzyl) oxy)-4-oxo-4H-chromen-2-carbonylamino)-L-phenylalaninate BrC1=CC=C(COC2=C3C(C=C(OC3=CC=C2)C(=O)NN[C@@H](CC2=CC=CC=C2)C(=O)OC)=O)C=C1